tert-butyl ((5-(2-amino-4-(1-(tetrahydro-2H-pyran-2-yl)-1H-pyrazol-5-yl)phenyl)-4-cyano-1H-imidazol-2-yl)methyl)(ethyl)carbamate NC1=C(C=CC(=C1)C1=CC=NN1C1OCCCC1)C1=C(N=C(N1)CN(C(OC(C)(C)C)=O)CC)C#N